OC1=C(C(=O)OC2=CC=CC=C2)C=C(C=C1)C phenyl 2-hydroxy-5-methylbenzoate